2-(aminomethyl)-N-(2-hydroxyphenyl)quinoline-6-carboxamide NCC1=NC2=CC=C(C=C2C=C1)C(=O)NC1=C(C=CC=C1)O